3-[2-(azetidin-3-yl)-1,3-benzoxazol-6-yl]-6-benzyl-5,8-dihydro-1H-pyrazolo[4,3-g]quinazolin-7-one N1CC(C1)C=1OC2=C(N1)C=CC(=C2)C2=NNC1=C2C=C2CN(C(NC2=C1)=O)CC1=CC=CC=C1